ClC=1C=C(C=2N(N1)C(=CN2)C(C)C)N(C(OC(C)(C)C)=O)CC2=C(C=CC=C2)N(C)C tert-butyl (6-chloro-3-isopropylimidazo[1,2-b]pyridazin-8-yl)(2-(dimethylamino)benzyl)carbamate